C(C)(C)(C)OC(=O)N1C=CC2=CC(=CC=C12)CO 5-(hydroxymethyl)-1H-indole-1-carboxylic acid tert-butyl ester